ClC1=CC=C(C=C1)C1=C(CCC(C1)(C)C)CN1CCN(CCC1)C(=O)C=1C=C2CN(C(C2=CC1)=O)C1C(NC(CC1)=O)=O 3-(5-(4-((4'-chloro-5,5-dimethyl-3,4,5,6-tetrahydro-[1,1'-biphenyl]-2-yl)methyl)-1,4-diazacycloheptane-1-carbonyl)-1-oxoisoindolin-2-yl)piperidine-2,6-dione